1-(4-((4-(4-((4-((3-(methylsulfonyl)benzyl)amino)-5-(trifluoromethyl)pyrimidin-2-yl)amino)phenyl)piperazin-1-yl)methyl)pyridin-3-yl)dihydropyrimidine-2,4(1H,3H)-dione CS(=O)(=O)C=1C=C(CNC2=NC(=NC=C2C(F)(F)F)NC2=CC=C(C=C2)N2CCN(CC2)CC2=C(C=NC=C2)N2C(NC(CC2)=O)=O)C=CC1